ClC=1C=C(NC2(CCC(=CC2)C2=C(C=CC=C2)CNS(=O)(=O)C2=CC=C(C=C2)C)C(=O)OCC)C=CC1 ethyl 4-(3-chloroanilino)-2'-{[(4-methylbenzene-1-sulfonyl)amino]methyl}-2,3,4,5-tetrahydro[1,1'-biphenyl]-4-carboxylate